C(C(=C)C)(=O)OCCC[Si](OCCCC)(OCCCC)OCCCC 3-Methacryloxypropyltris(butoxy)silan